CN(CCOC=1C=C2C=C(NC2=CC1)C(=O)O)C 5-(2-dimethylaminoethoxy)indole-2-carboxylic acid